COC=1C=C2CCC[C@H](C2=CC1)C |r| rac-6-methoxy-1-methyl-1,2,3,4-tetrahydronaphthalene